(3S)-2-(2-(3-acetyl-5-(2-methylpyrimidin-5-yl)-1H-indazol-1-yl)acetyl)-N-(6-bromo-3-methylpyridin-2-yl)-5-(morpholinomethyl)-2-azabicyclo[3.1.0]hexane-3-carboxamide C(C)(=O)C1=NN(C2=CC=C(C=C12)C=1C=NC(=NC1)C)CC(=O)N1C2CC2(C[C@H]1C(=O)NC1=NC(=CC=C1C)Br)CN1CCOCC1